ClC=1C(=CC(=C(C1)C1=NNC=C1C=1N=C2C=C(C=NC2=CC1)N1CC(C1)CNC)F)F 1-[1-[6-[3-(5-chloro-2,4-difluoro-phenyl)-1H-pyrazol-4-yl]-1,5-naphthyridin-3-yl]azetidin-3-yl]-N-methyl-methanamine